(R)-2-(2-((2,5-bis(trifluoromethyl)pyrazolo[1,5-a]pyrimidin-7-yl)amino)-1-(4-fluorophenyl)ethyl)-2,5-diazaspiro[3.4]octan-6-one FC(C1=NN2C(N=C(C=C2NC[C@@H](C2=CC=C(C=C2)F)N2CC3(C2)NC(CC3)=O)C(F)(F)F)=C1)(F)F